FC(OC=1C=C(C=CC1)[C@H]1CC([C@H]2[C@@H]1OC(O2)(C)C)=O)F (3aR,6R,6aR)-6-[3-(difluoromethoxy)phenyl]-2,2-dimethyl-tetrahydrocyclopenta[d][1,3]dioxol-4-one